(S)-1-(3-chloro-5-(9-((3,3-difluoropiperidin-4-yl)methyl)-3,9-diazaspiro[5.5]undecane-3-carbonyl)-2-methylphenyl)dihydropyrimidine-2,4(1H,3H)-dione ClC=1C(=C(C=C(C1)C(=O)N1CCC2(CC1)CCN(CC2)C[C@H]2C(CNCC2)(F)F)N2C(NC(CC2)=O)=O)C